C(CCC)N(CCCC)CCC[Li] di-n-butylaminopropyllithium